BrC(CCO[Si](C)(C)C(C)(C)C)C 3-bromobutoxy-tert-butyl-dimethyl-silane